S1C=NC2=C1C(=CC=C2)S(=O)(=O)CCC(=O)N2CCN(CC2)C2=NC=C(C=N2)C(F)(F)F 3-(benzo[d]thiazol-7-ylsulfonyl)-1-(4-(5-(trifluoromethyl)pyrimidin-2-yl)piperazin-1-yl)propan-1-one